ClC1=C(C(=C(C(=C1Cl)Cl)Cl)Cl)Cl Hexachlorobenzene